4-chloro-3-(5-fluoro-4-methyloxazol-2-yl)aniline ClC1=C(C=C(N)C=C1)C=1OC(=C(N1)C)F